(4-(benzyloxy)-3-methyl-1H-pyrazol-1-yl)propan-1-ol C(C1=CC=CC=C1)OC=1C(=NN(C1)C(CC)O)C